C1(=CC=CC=C1)N1CCC(=CC1)C=1N=NC(=C2C1SC=C2)C=2C=C1CCN(CC1=CC2)C(=O)OCC2=CC=CC=C2 benzyl 6-[7-(1-phenyl-3,6-dihydro-2H-pyridin-4-yl)thieno[2,3-d]pyridazin-4-yl]-3,4-dihydro-1H-isoquinoline-2-carboxylate